C1(=CC(=CC=C1)C[C@@H]1N(CC2(CC2)[C@@H]1NS(=O)(=O)C)C([C@@H](COC)O)=O)C1=CC=CC=C1 N-((6S,7S)-6-([1,1'-biphenyl]-3-ylmethyl)-5-((R)-2-hydroxy-3-methoxypropanoyl)-5-azaspiro[2.4]heptan-7-yl)methanesulfonamide